Cl.ClC1=C(C=CC(=N1)C(=O)NC)N1CCNCC1 6-chloro-N-methyl-5-(piperazin-1-yl)pyridinecarboxamide hydrochloride